NC(C(CCC(=O)O)N1C(C2=CC=CC(=C2C1)CN(C(C(=O)C1=CC=C(C=C1)C(C)(C)C)=O)C)=O)=O 5-amino-4-(4-((2-(4-(tert-butyl)phenyl)-N-methyl-2-oxoacetamido)methyl)-1-oxoisoindolin-2-yl)-5-oxopentanoic acid